bis(palmitoamide) 2-propyl-palmitate C(CC)C(C(=O)O)CCCCCCCCCCCCCC.C(CCCCCCCCCCCCCCC)(=O)N.C(CCCCCCCCCCCCCCC)(=O)N